[Br-].C(C1=CC=CC=C1)OC=1C=C(C[Zn+])C=CC1 (3-(benzyloxy)benzyl)zinc (II) bromide